COC(=O)C1CCN(CC1)CC1=NC=C(N=C1OC)C=1C(=C(C=CC1)C1=C(C(=CC=C1)NC=1C2=C(N=C(N1)C(F)F)C=C(C=N2)C=C)C)Cl 1-((5-(2-chloro-3'-((2-(difluoromethyl)-7-vinylpyrido[3,2-d]pyrimidin-4-yl)amino)-2'-methyl-[1,1'-biphenyl]-3-yl)-3-methoxypyrazin-2-yl)methyl)piperidine-4-carboxylic acid methyl ester